4-(N-methyl-N-(3-(2-(4-methylimidazol-1-yl)-acetylamino)-4-methoxyphenyl)-amino)coumarin CN(C1=CC(=C(C=C1)OC)NC(CN1C=NC(=C1)C)=O)C1=CC(OC2=CC=CC=C12)=O